C(C1=CC=CC=C1)NC1=C(C=C(C=C1)S(=O)(=O)NC)C=1N=CN(C1)C 4-(benzylamino)-N-methyl-3-(1-methylimidazol-4-yl)benzenesulfonamide